3-(3,8-diazabicyclo[3.2.1]octan-8-yl)-1-(5-(difluoromethyl)-1,3,4-thiadiazol-2-yl)-N-(1-methylcyclopropyl)isoquinoline-7-sulfonamide C12CNCC(CC1)N2C=2N=C(C1=CC(=CC=C1C2)S(=O)(=O)NC2(CC2)C)C=2SC(=NN2)C(F)F